ClC1=C(C=CC(=C1)F)C=1N2C(SC1)=NC(=C2)C(=O)N[C@@H]2C(N(C1=C(OC2)C=CC(=C1)C#CC(C)(C)O)C)=O (S)-3-(2-chloro-4-fluorophenyl)-N-(7-(3-hydroxy-3-methylbut-1-yn-1-yl)-5-methyl-4-Oxo-2,3,4,5-tetrahydrobenzo[b][1,4]oxazepine-3-yl)imidazo[2,1-b]thiazole-6-carboxamide